N[C@@H]([C@@H](O)C)C(=O)O |r| DL-ALLO-THREONINE